C(C)(C)(C)OC(=O)N[C@@H](COC1=CC(=NC(=C1C(=O)OCC)OC)C)CC1=CC=CC=C1 ethyl (R)-4-(2-((tert-butoxycarbonyl)amino)-3-phenylpropoxy)-2-methoxy-6-methylnicotinate